5-(1-cyano-cyclopropyl)-3-ethylsulfanyl-pyridine-2-carboxylic acid methyl ester COC(=O)C1=NC=C(C=C1SCC)C1(CC1)C#N